(difluoro(2-(((S)-1-oxo-1-((S)-2-((R)-2-phenylmorpholine-4-carbonyl)pyrrolidin-1-yl)pent-4-yn-2-yl)carbamoyl)benzo[b]thiophen-5-yl)methyl)phosphonic acid FC(C1=CC2=C(SC(=C2)C(N[C@H](C(N2[C@@H](CCC2)C(=O)N2C[C@H](OCC2)C2=CC=CC=C2)=O)CC#C)=O)C=C1)(F)P(O)(O)=O